COC1=CC(=CC2=C1OCCO2)/C=C/C(=O)N2C(C=CCC2)=O (E)-1-(3-(8-methoxy-2,3-dihydrobenzo[b][1,4]dioxin-6-yl)acryloyl)-5,6-dihydropyridin-2(1H)-one